1-methyl-N-(2-(pyridin-2-yl)pyrimidin-5-yl)pyrrolidine-3-carboxamide CN1CC(CC1)C(=O)NC=1C=NC(=NC1)C1=NC=CC=C1